3-ethoxy-1-methyl-pyrazol-4-amine hydrochloride Cl.C(C)OC1=NN(C=C1N)C